OC=1CCC(CC1C)(C)C 2-hydroxy-3,5,5-trimethyl-2-cyclohexene